NCCC(C)(O)C=1OC(=NN1)C1=C(C=CC=C1)NC1=CC=C(C=C1)C(F)(F)F 4-amino-2-(5-(2-((4-(trifluoromethyl)phenyl)amino)phenyl)-1,3,4-oxadiazol-2-yl)butan-2-ol